TETRAHYDROCYCLOPENTA[B]INDOL C1CCC2N=C3C=CC=CC3=C21